NC1=C2C(=NC=N1)N(N=C2)[C@H]2[C@@H]([C@@H]([C@](O2)(CO)F)O)O (2S,3S,4R,5R)-5-(4-amino-1H-pyrazolo[3,4-d]pyrimidin-1-yl)-2-fluoro-2-(hydroxymethyl)tetrahydrofuran-3,4-diol